C(C)(C)(C)OC(=O)N1[C@H]2CC(C[C@@H]1CCC2)N (1R,3S,5S)-3-amino-9-azabicyclo[3.3.1]Nonane-9-carboxylic acid tert-butyl ester